1-(2H-1,3-benzodioxol-5-yl)methanamine O1COC2=C1C=CC(=C2)CN